[N+](=O)([O-])C=1C=C(C=CC1)CC(C1=C(C=CC=C1)/C(/C(=O)[O-])=C\OC)[O-] (E)-2-{2-[(3-nitrophenyl) methyloxidomethyl] phenyl}-3-methoxyacrylate